FC1=C(C=CC(=C1)C=1C=NN(C1)C1OCCCC1)C=1CCN(CC1)C(=O)OC(C)(C)C tert-butyl 4-(2-fluoro-4-(1-(tetrahydro-2H-pyran-2-yl)-1H-pyrazol-4-yl)phenyl)-3,6-dihydropyridine-1(2H)-carboxylate